C(C)(C)(C)OC(=O)N1CC2(CC1)CCN(CC2)C=2C1=C(N=C(N2)C=2C(=NN(C2)COCC[Si](C)(C)C)C)C(=NC=C1)O 8-(8-hydroxy-2-(3-methyl-1-((2-(trimethylsilyl)ethoxy)methyl)-1H-pyrazol-4-yl)pyrido[3,4-d]pyrimidin-4-yl)-2,8-diazaspiro[4.5]decane-2-carboxylic acid tert-butyl ester